FC(C1=C(C(=O)NC2=C(C=C(C(=C2)C=2C=NC(=NC2)N2C[C@@H](O[C@@H](C2)C)C)F)N2C[C@@H](N([C@@H](C2)C)C)C)C=CC(=C1)F)F 2-(difluoromethyl)-N-(5-(2-((2S,6R)-2,6-dimethylmorpholino)pyrimidin-5-yl)-4-fluoro-2-((3S,5R)-3,4,5-trimethylpiperazin-1-yl)phenyl)-4-fluorobenzamide